6-METHOXY-2-(PERFLUOROETHYL)-N-(4-(TRIFLUOROMETHOXY)PHENYL)-1H-IMIDAZO[4,5-B]PYRAZIN-5-AMINE COC1=C(N=C2C(=N1)NC(=N2)C(C(F)(F)F)(F)F)NC2=CC=C(C=C2)OC(F)(F)F